ClC1=NC=CC=C1NC(=O)C=1C=NN(C1C)C1=NC2=CC=CC=C2C=C1 N-(2-chloro-3-pyridinyl)-5-methyl-1-(2-quinolinyl)-1H-pyrazole-4-carboxamide